C(C)(C)(C)S(=O)NC(CCOC(=O)N1C(CCC1)(C)C)C=C (3-(tert-butylsulfinylamino)pent-4-enyl)-2,2-dimethyl-pyrrolidine-1-carboxylate